C(CCCCCCCCCCCC(=O)[O-])C(=O)[O-] 1,12-dodecanedicarboxylate